ClC=1N(N=C2C(N(N=CC21)[C@H]2[C@@H](C2)C#N)=O)CC2=C(C=CC=C2)F (1R,2R)-2-(3-chloro-2-(2-fluorobenzyl)-7-oxo-2,7-dihydro-6H-pyrazolo[3,4-d]pyridazin-6-yl)cyclopropane-1-carbonitrile